2-(1-(6-Fluoroquinolin-4-yl)piperidin-4-yl)-N-(4-(pentafluoro-λ6-sulfanyl)phenyl)propanamide FC=1C=C2C(=CC=NC2=CC1)N1CCC(CC1)C(C(=O)NC1=CC=C(C=C1)S(F)(F)(F)(F)F)C